O1CCN(CC1)C1=CC=C(C=C1)S(=O)(=O)C1=CC=C(C=C1)N1C(NN=C1)=S 4-(4-((4-morpholinophenyl)sulfonyl)phenyl)-2,4-dihydro-3H-1,2,4-triazole-3-thione